4-((1-(2-(4-ethylpiperazin-1-yl)ethyl)-1H-pyrazol-4-yl)amino)-2-phenylpyrimidino[4,5-d]pyridazin-5(6H)-one C(C)N1CCN(CC1)CCN1N=CC(=C1)NC1=NC(=NC=2C=NNC(C21)=O)C2=CC=CC=C2